2-((2-fluorophenyl)amino)-9-(trifluoromethyl)-7H-pyrimido[5',4':3,4]cyclopenta[1,2-c]quinolin-7-one FC1=C(C=CC=C1)NC=1C=C2C3=C(C=NC2=CC1)C(C1=C3C=NC(=N1)C(F)(F)F)=O